3-butylidenephthalide C(CCC)=C1OC(=O)C2=CC=CC=C12